ClC1=CC(=C(C(=C1NC(OC(C)(C)C)=O)NC)F)F tert-butyl (6-chloro-3,4-difluoro-2-(methylamino)phenyl)carbamate